ethyl-arsine C(C)[AsH2]